5-(thiophen-3-yl)-3-(trifluoromethyl)-1H-pyrazole-4-carbonitrile S1C=C(C=C1)C1=C(C(=NN1)C(F)(F)F)C#N